N[C@@H](C(=O)N[C@H](C)C1=C(C=CC(=C1)C)F)CO (2R)-2-amino-N-[(1R)-1-(2-fluoro-5-methylphenyl)ethyl]-3-hydroxypropanamide